2-[3-(difluoromethoxy)-5-methyl-pyrazol-1-yl]-4-nitro-benzonitrile FC(OC1=NN(C(=C1)C)C1=C(C#N)C=CC(=C1)[N+](=O)[O-])F